(2-(6-(3,4-dimethoxyphenyl)pyrazin-2-yl)thiazol-4-yl)carbamate COC=1C=C(C=CC1OC)C1=CN=CC(=N1)C=1SC=C(N1)NC([O-])=O